CC=1OC(=C(N1)C)C(=O)N[C@@H]1COC2=C1C=CC(=C2)C2=NOC(=N2)C([2H])([2H])[2H] (S)-2,4-dimethyl-N-(6-(5-(methyl-d3)-1,2,4-oxadiazol-3-yl)-2,3-dihydrobenzofuran-3-yl)oxazole-5-carboxamide